C(C)(C)(C)OC(=O)N1CC2=CC(=C(C=C2CC1)OC)[N+](=O)[O-].BrCCCCCCCC(OCC\C=C/CCCC)OCC\C=C/CCCC (Z)-1-((8-bromo-1-(((Z)-oct-3-en-1-yl)oxy)octyl)oxy)oct-3-ene tert-butyl-6-methoxy-7-nitro-3,4-dihydroisoquinoline-2(1H)-carboxylate